C([2H])([2H])([2H])N(CCN(C1=C(C=C(C(=C1)OC([2H])([2H])[2H])NC1=NC=CC(=N1)N1C(N2CCCC3=CC(=CC1=C23)F)=O)NC(C=C)=O)C)C([2H])([2H])[2H] N-(2-((2-(bis(methyl-d3)amino)ethyl)(methyl)amino)-5-((4-(8-fluoro-2-oxo-5,6-dihydro-4H-imidazo[4,5,1-ij]quinolin-1(2H)-yl)pyrimidin-2-yl)amino)-4-(methoxy-d3)phenyl)acrylamide